Tert-Butyl 2-[2-(trifluoromethyl)phenyl]-1-oxa-6-azaspiro[2.5]octane-6-carboxylate FC(C1=C(C=CC=C1)C1OC12CCN(CC2)C(=O)OC(C)(C)C)(F)F